hydroxy-stearate OC(C(=O)[O-])CCCCCCCCCCCCCCCC